rac-(1S*,2S*)-N-(6-(((6-cyclopropyl-8-(3-methyl-2,4-dioxoimidazolidin-1-yl)imidazo[1,2-a]pyridin-2-yl)methyl)amino)pyrimidin-4-yl)-2-(4-methylpyridin-2-yl)cyclopropane-1-carboxamide C1(CC1)C=1C=C(C=2N(C1)C=C(N2)CNC2=CC(=NC=N2)NC(=O)[C@@H]2[C@H](C2)C2=NC=CC(=C2)C)N2C(N(C(C2)=O)C)=O |r|